C(C)(C)(C)C1=NC(=C2C(=N1)N(N=C2)C(C)C)O 6-(tertbutyl)-1-isopropyl-1H-pyrazolo[3,4-d]pyrimidin-4-ol